2,5-dimethyl-1H-imidazole-4-carbonitrile CC=1NC(=C(N1)C#N)C